1-(4-hydroxy-3-methoxyphenyl)-2-(4-hydroxy-4-phenylpiperidino)-1-propanol OC1=C(C=C(C=C1)C(C(C)N1CCC(CC1)(C1=CC=CC=C1)O)O)OC